ethyl 4-(benzyloxy)-3-bromo-2-hydroxy-5,6-dimethylbenzoate C(C1=CC=CC=C1)OC1=C(C(=C(C(=O)OCC)C(=C1C)C)O)Br